CN1C=CC2=CC=C(C=C12)CNC(=O)C=1OC=C(N1)C1=NC(=NC=C1C)NC1=CC=NN1C N-((1-methyl-1H-indol-6-yl)methyl)-4-(5-methyl-2-((1-methyl-1H-pyrazol-5-yl)amino)pyrimidin-4-yl)oxazole-2-carboxamide